2-(2,4-dioxotetrahydropyrimidin-1(2H)-yl)-4-(piperazin-1-yl)isoindoline-1,3-dione O=C1N(CCC(N1)=O)N1C(C2=CC=CC(=C2C1=O)N1CCNCC1)=O